(S)-1-Cbz-2-pyrrolidinemethanesulfonic acid methyl ester COS(=O)(=O)C[C@H]1N(CCC1)C(=O)OCC1=CC=CC=C1